(3R,4S,5S,6R)-2-(3-(allyloxy)-5-benzyl-4-chlorophenyl)-6-(hydroxymethyl)-2-methylOxytetrahydro-2H-pyran-3,4,5-triol C(C=C)OC=1C=C(C=C(C1Cl)CC1=CC=CC=C1)C1(O[C@@H]([C@H]([C@@H]([C@H]1O)O)O)CO)OC